BrC1=NC=CC(=C1F)NC(=O)N1CC=2C(=NN3C2C(C[C@@H](CC3)O)(F)F)C[C@H]1C |o1:20| (3R,9R*)-N-(2-Bromo-3-fluoropyridin-4-yl)-11,11-difluoro-9-hydroxyl-3-methyl-3,4,8,9,10,11-hexahydro-1H-pyrido[4',3':3,4]pyrazolo[1,5-a]azepine-2(7H)-carboxamide